(4-acetamido-3-nitrophenethyl)-2-(3-(4-fluorophenyl)-1-(4-bromophenyl)-1H-pyrazol-4-yl)oxazolidin-4-one C(C)(=O)NC1=C(C=C(CCC2(OCC(N2)=O)C=2C(=NN(C2)C2=CC=C(C=C2)Br)C2=CC=C(C=C2)F)C=C1)[N+](=O)[O-]